[1,2]thiazepine 1,1-dioxide S1(N=CC=CC=C1)(=O)=O